C1CC(C(=O)NC1)C(=O)O Oxopiperidine-3-carboxylic acid